CC1(OCCO1)/C(/C(=O)O)=C\C (2-methyl-1,3-dioxolanyl)crotonic acid